BrC=1C=CC(=C2C=C(N=CC12)Cl)C=CCO[Si](C)(C)C(C)(C)C 8-bromo-5-(3-((tert-butyldimethylsilyl)oxy)prop-1-en-1-yl)-3-chloroisoquinoline